C(N)(=O)C1CCC(CC1)C1=CC(=C2C(=N1)C(=NN2C2CN(C2)C(=O)C(=C)F)C=2C=NC(=CC2)C(F)(F)F)C(=O)N (4-carbamoyl-cyclohexyl)-1-(1-(2-fluoro-acryl)azetidin-3-yl)-3-(6-(trifluoromethyl)pyridin-3-yl)-1H-pyrazolo[4,3-b]pyridine-7-carboxamide